N-(5-(4-(1-methyl-1H-1,2,4-triazol-3-yl)cyclopent-1-en-1-yl)-8-(methylamino)-2,7-naphthyridin-3-yl)cyclopropanecarboxamide CN1N=C(N=C1)C1CC=C(C1)C1=C2C=C(N=CC2=C(N=C1)NC)NC(=O)C1CC1